NCC1=CC=C(C=C1)C1=CC(=NC=C1)C1C(NC(CC1)=O)=O 3-(4-(4-(aminomethyl)phenyl)pyridin-2-yl)piperidine-2,6-dione